OC1=C(C=C(C=C1C(C)(C)CC)C(C)(C)CC)C(C)C1=C(C(=CC(=C1)C(C)(C)CC)C(C)(C)CC)OC(C=C)=O.C1(=C(C=CC=C1)C=1C2=CC=CC=C2C(=C2C=CC(=CC12)N(C1=CC=CC=C1)C1=CC=C(C=C1)N1C2=CC=CC=C2C=2C=CC=CC12)C1=C(C=CC=C1)C1=CC=CC=C1)C1=CC=CC=C1 9,10-bis(1,1'-biphenyl-2-yl)-N-[4-(9H-carbazol-9-yl)phenyl]-N-phenylanthracen-2-amine 2-[1-(2-hydroxy-3,5-di-tert-pentylphenyl)ethyl]-4,6-di-tert-pentylphenyl-acrylate